5-methoxy-3-(((S)-1-methylpyrrolidin-2-yl)methyl)indoline COC=1C=C2C(CNC2=CC1)C[C@H]1N(CCC1)C